3-[3,5-Dimethoxy-4-(2,2,2-trifluoroethylcarbamoyl)phenyl]-N-[(6-methyl-3-pyridyl)methyl]imidazo[1,2-a]pyridine-7-carboxamide COC=1C=C(C=C(C1C(NCC(F)(F)F)=O)OC)C1=CN=C2N1C=CC(=C2)C(=O)NCC=2C=NC(=CC2)C